1-(2,5-dimethoxy-4-(2,2,2-trifluoroethyl)phenyl)propan-2-amine COC1=C(C=C(C(=C1)CC(F)(F)F)OC)CC(C)N